2,6-dimethyloct-2,4,6-triene CC(C)=CC=CC(=CC)C